C(C)NC1=CC=C(C(=N1)F)C1=NN2C(OCCC2)=C1C(=O)N[C@@H]1C(NC2=C(C(=N1)C1=CC=CC=C1)C=CC=C2F)=O 2-[6-(Ethylamino)-2-fluoropyridin-3-yl]-N-[(3S)-9-fluoro-2-oxo-5-phenyl-1,3-dihydro-1,4-benzodiazepin-3-yl]-6,7-dihydro-5H-pyrazolo[5,1-b][1,3]oxazine-3-carboxamide